(3-bromo-1-isopropyl-1H-pyrazol-5-yl)cyclopent-2-enone 3-(3-ethyl-4-oxo-spiro[6,8-dihydro-5H-pyrazolo[4,3-c]azepine-7,4'-tetrahydropyran]-1-yl)propyl-1-acetylpyrrolidine-3-carboxylate C(C)C1=NN(C2=C1C(NCC1(CCOCC1)C2)=O)CCCOC(=O)C2CN(CC2)C(C)=O.BrC2=NN(C(=C2)C=2C(CCC2)=O)C(C)C